6-Hydroxy-2-naphthyl disulfide OC=1C=C2C=CC(=CC2=CC1)SSC1=CC2=CC=C(C=C2C=C1)O